3-[1-methyl-6-[4-(4-piperidylmethyl)piperazin-1-yl]indazol-3-yl]piperidine CN1N=C(C2=CC=C(C=C12)N1CCN(CC1)CC1CCNCC1)C1CNCCC1